[2H]-naphtho[1,2-b]pyrane O1C2=C(C=CC1)C=CC1=CC=CC=C12